(2S,3R,5R)-5,7-DIHYDROXY-3-(2-PROPEN-1-YL)-2-HEPTANESULFONAMIDE O[C@H](C[C@H]([C@H](C)S(=O)(=O)N)CC=C)CCO